S(=O)(=O)(O)O.[N+](=O)([O-])C1=CC(=CC(=C1)[N+](=O)[O-])[N+](=O)[O-] 2,4,6-trinitrobenzene sulfate